CO[C@H]1CN(CC1)[C@@H]1[C@H](CCC1)OC=1C=C2CN(C(C2=CC1)=O)C1C(NC(CC1)=O)=O 3-(5-(((1S,2S)-2-((R)-3-methoxypyrrolidin-1-yl)cyclopentyl)oxy)-1-oxoisoindolin-2-yl)piperidine-2,6-dione